FC=1C(=NC=2C(=C(N=NC2C=2SC=CC2)C=2SC=CC2)N1)F 2,3-difluoro-5,8-di(2-thienyl)pyrazino[2,3-D]Pyridazine